4-fluorophenylpropan-2-ol FC1=CC=C(C=C1)CC(C)O